ClC1=CC=C(C=C1)CCN1CCNCC1 1-[2-(4-chlorophenyl)ethyl]piperazine